ClC1=NC=C(C(=N1)C1=CNC2=CC(=CC=C12)NC(=O)C1CCCCC1)Cl N-(3-(2,5-Dichloropyrimidin-4-yl)-1H-indol-6-yl)cyclohexane-1-carboxamide